N-(1-cyclobutyl-3-(3,3-difluorocyclobutyl)-4-methyl-1H-pyrazol-5-yl)-2-(1-(trifluoromethyl)cyclopropyl)acetamide C1(CCC1)N1N=C(C(=C1NC(CC1(CC1)C(F)(F)F)=O)C)C1CC(C1)(F)F